(R)-1-(2-((2,5-bis(trifluoromethyl)pyrazolo[1,5-a]pyrimidin-7-yl)amino)-1-(4-fluorophenyl)ethyl)-N-(methyl-d3)azetidine-3-carboxamide FC(C1=NN2C(N=C(C=C2NC[C@@H](C2=CC=C(C=C2)F)N2CC(C2)C(=O)NC([2H])([2H])[2H])C(F)(F)F)=C1)(F)F